C(C)(C)(C)OC(=O)N1C2CC2CC1 2-azabicyclo[3.1.0]Hexane-2-carboxylic acid tert-butyl ester